tertiary butyl-ethanolamine tert-butyl-(R)-(1-(2-chloro-4-(2-(cyclopropanecarboxamido)pyridin-4-yl)phenyl)ethyl)carbamate C(C)(C)(C)N(C(=O)OC(CN)C(C)(C)C)[C@H](C)C1=C(C=C(C=C1)C1=CC(=NC=C1)NC(=O)C1CC1)Cl